N-[(1S)-5-{[5-methoxy-3-nitro-6-(pyrazol-1-yl)pyridin-2-yl]amino}-2,3-dihydro-1H-inden-1-yl]acetamide COC=1C=C(C(=NC1N1N=CC=C1)NC=1C=C2CC[C@@H](C2=CC1)NC(C)=O)[N+](=O)[O-]